Methyl (S)-3-(2'-(but-3-en-1-yloxy)-6'-methyl-[1,1'-biphenyl]-3-yl)-3-((S)-2-(2-oxopyridin-1(2H)-yl)pent-4-enamido)propanoate C(CC=C)OC1=C(C(=CC=C1)C)C1=CC(=CC=C1)[C@H](CC(=O)OC)NC([C@H](CC=C)N1C(C=CC=C1)=O)=O